3,4-Epoxycyclohexan C1CC2C(CC1)O2